2-((2-(2-(methoxymethyl)-7-methylquinoxalin-5-yl)-4,5-dimethylbenzo[d]thiazol-6-yl)oxy)propan-1-ol COCC1=NC2=CC(=CC(=C2N=C1)C=1SC2=C(N1)C(=C(C(=C2)OC(CO)C)C)C)C